ClC1=C2C(=NC=C1OC=1C=NN3C1C=NC(=C3)NC)N=C(N2C)NC=2C(N(C=C(C2)C(F)(F)F)[C@H]2COCCC2)=O (R)-3-((7-chloro-1-methyl-6-((6-(methylamino)pyrazolo[1,5-a]pyrazin-3-yl)oxy)-1H-imidazo[4,5-b]pyridin-2-yl)amino)-1-(tetrahydro-2H-pyran-3-yl)-5-(trifluoromethyl)pyridin-2(1H)-one